O(C#N)C1=CC2=C(C(=CO2)C(=O)OCC)C=C1 ethyl 6-cyanato-benzofuran-3-carboxylate